C1C(CC2=CC=CC=C12)N1N=CC(=C1)N 1-(2,3-dihydro-1H-inden-2-yl)-1H-pyrazol-4-amine